6-(6-(difluorometh-oxy)imidazo[1,2-a]-pyridin-3-yl)-N-((3S,4S)-4-methoxy-pyrrolidin-3-yl)-pyridin-2-amine FC(OC=1C=CC=2N(C1)C(=CN2)C2=CC=CC(=N2)N[C@H]2CNC[C@@H]2OC)F